methyl 3-(9-((4-(((tert-butoxycarbonyl)amino)methyl)-2-(butylcarbamoyl)-6-methylphenyl)carbamoyl)-4,5-dihydrobenzo[b]thieno[2,3-d]oxepin-8-yl)-6-(propylcarbamoyl)picolinate C(C)(C)(C)OC(=O)NCC1=CC(=C(C(=C1)C)NC(=O)C1=CC2=C(OCCC3=C2SC=C3)C=C1C=1C(=NC(=CC1)C(NCCC)=O)C(=O)OC)C(NCCCC)=O